(6aR)-8-propenoyl-4-chloro-3-(2-fluoro-6-hydroxyphenyl)-1-((1-methylpiperidin-3-yl)oxy)-6,6a,7,8,9,10-hexahydro-12H-pyrazino[2,1-c]pyrido[3,4-f][1,4]oxazepin-12-one C(C=C)(=O)N1C[C@@H]2COC3=C(C(N2CC1)=O)C(=NC(=C3Cl)C3=C(C=CC=C3O)F)OC3CN(CCC3)C